BrC=1C=C(C=NC1)C#CC=1C=C(C(=O)N[C@H]([C@H](C2=CC=CC=C2)O)CO)C=CC1C 3-[(5-Bromopyridin-3-yl)ethynyl]-N-[(1S,2S)-1,3-dihydroxy-1-phenylpropan-2-yl]-4-methylbenzamide